C1C=CC2=CC=C(C=C12)C#N indene-6-carbonitrile